β-bromoethylamine BrCCN